The molecule is a pentacyclic triterpenoid with formula C30H40O6, originally isolated from Tripterygium hypoglaucum. It has a role as a plant metabolite. It is a carbopolycyclic compound, an enone, an oxo monocarboxylic acid, an aromatic primary alcohol, a pentacyclic triterpenoid, a cyclic terpene ketone and a member of guaiacols. C[C@]12CC[C@@](C[C@H]1[C@@]3(CC[C@]4(C5=CC(=C(C(=C5C(=O)C=C4[C@]3(CC2)C)CO)OC)O)C)C)(C)C(=O)O